3-(4-Chloro-phenyl)-adamantane-1-carboxylic acid (1H-tetrazol-5-yl)-amide N1N=NN=C1NC(=O)C12CC3(CC(CC(C1)C3)C2)C2=CC=C(C=C2)Cl